(2S,4R)-allyl 4-(2-((1R,3R)-1-acetoxy-3-((2S,3S)-2-amino-N,3-dimethylpentanamido)-4-methylpentyl)thiazole-4-carboxamido)-2-methyl-5-phenylpentanoate C(C)(=O)O[C@H](C[C@H](C(C)C)N(C([C@H]([C@H](CC)C)N)=O)C)C=1SC=C(N1)C(=O)N[C@H](C[C@@H](C(=O)OCC=C)C)CC1=CC=CC=C1